Glutamyl-ammonia N[C@@H](CCC(=O)O)C(=O)N